aluminum (acetyl)aluminum C(C)(=O)[Al].[Al]